C(CCCCCCCCCCCCCCC(C)C)(=O)O.C(CCCCCCCCCCCCCCC(C)C)(=O)O.C(CCCCCCCCCCCCCCC(C)C)(=O)O.OCC(O)CO.OCC(O)CO diglycerine triisostearate